N-((3R,4R,5R,6R)-4,5-dihydroxy-6-(hydroxymethyl)tetrahydro-2H-pyran-3-yl)acetamide O[C@@H]1[C@@H](CO[C@@H]([C@@H]1O)CO)NC(C)=O